lithium (E)-3-(2-ethoxyvinyl)-5-fluoro-4'-(1-methylpiperidin-4-yl)-[1,1'-biphenyl]-4-carboxylate C(C)O/C=C/C=1C=C(C=C(C1C(=O)[O-])F)C1=CC=C(C=C1)C1CCN(CC1)C.[Li+]